C(C)S(=O)(=O)C=1C(=NN2C1C=C(C=C2)C(F)(F)F)NCC2=C(C(=O)OC)C=C(C=C2)OC(F)(F)F methyl 2-[[[3-ethylsulfonyl-5-(trifluoromethyl)pyrazolo[1,5-a]pyridin-2-yl]amino]methyl]-5-(trifluoromethoxy)benzoate